C1(=C(C=CC=C1)C1=C2CN(CC2=CC=C1)C#N)C 4-(o-tolyl)isoindoline-2-carbonitrile